FC=1C=NN2C1N=C(C=C2NC2=C1C(=NC=C2)N(C=C1)COCC[Si](C)(C)C)C1=NC(=CC=C1)C 3-fluoro-5-(6-methylpyridin-2-yl)-N-(1-((2-(trimethylsilyl)ethoxy)methyl)-1H-pyrrolo[2,3-b]pyridin-4-yl)pyrazolo[1,5-a]pyrimidin-7-amine